BrC=1C(N(N=CC1N1C[C@@H](CC1)OC1=NC=CC(=C1)C=1C(=NOC1C)C)C1OCCCC1)=O 4-bromo-5-[(3R)-3-[[4-(3,5-dimethylisoxazol-4-yl)-2-pyridyl]oxy]pyrrolidin-1-yl]-2-tetrahydropyran-2-yl-pyridazin-3-one